2-chloro-8,8-dimethyl-7,8-dihydro-6H-pyrazolo[1,5-a]pyrrolo[2,3-e]pyrimidine ClC1=NN2C(N=CC3=C2C(CN3)(C)C)=C1